N1N=CC2=CC(=CC=C12)NC1=NC(=NC=C1)C1=CC=C2C=C(NC2=C1)C(=O)NC=1C=NNC1 6-(4-((1H-indazol-5-yl)amino)pyrimidin-2-yl)-N-(1H-pyrazol-4-yl)-1H-indole-2-carboxamide